NC1=C(C(=O)O)C=C(C(=C1)OC)OC 2-amino-4,5-dimethoxybenzoic acid